Isopropyl (1S,3S)-3-((4-methyl-2-(1-methyl-5-(((tetrahydro-2H-pyran-2-yl)oxy)methyl)-1H-pyrazol-4-yl)pyrimidin-5-yl)oxy)cyclohexane-1-carboxylate CC1=NC(=NC=C1O[C@@H]1C[C@H](CCC1)C(=O)OC(C)C)C=1C=NN(C1COC1OCCCC1)C